ClC1=CC=C(C=C1)C(=C)C1=C(C(=O)O)C=CC=C1 2-(1-(4-chlorophenyl)vinyl)benzoic acid